C1(=CC=CC=C1)S(=O)(=O)NC=1C=C(C=CC1)/C=C/C(CCOC1=C(C=CC=C1)CCC(=O)OC)=O Methyl 3-[2-[(E)-5-[3-(benzenesulfonamido)phenyl]-3-oxopent-4-enoxy]phenyl]propanoate